(3,3-difluoro-4-hydroxy-1-azaspiro[4.4]nonan-1-yl)(2-(difluoromethyl)thiazol-4-yl)methanone tert-butyl-(2R)-2-({[(4-methylphenyl)sulfonyl]oxy}methyl)morpholine-4-carboxylate C(C)(C)(C)OC(=O)N1C[C@@H](OCC1)COS(=O)(=O)C1=CC=C(C=C1)C.FC1(CN(C2(C1O)CCCC2)C(=O)C=2N=C(SC2)C(F)F)F